ClC1=C(C=C(N=N1)C=1C=NC=NC1)[C@@H]1[C@H](C1)COC 5-(6-chloro-5-((1S,2S)-2-(methoxymethyl)cyclopropyl)pyridazin-3-yl)pyrimidine